C(#N)C=1C=C(C2=CN(N=C2C1)C[C@@H]1CC[C@H](CC1)C(=O)O)F trans-4-[(6-cyano-4-fluoro-indazol-2-yl)methyl]cyclohexanecarboxylic acid